1-(cyclobutanecarbonyl)-N-((7-(5-(difluoromethyl)-1,3,4-oxadiazol-2-yl)imidazo[1,2-a]pyridine-2-yl)methyl)-N-phenylazetidine-3-carboxamide C1(CCC1)C(=O)N1CC(C1)C(=O)N(C1=CC=CC=C1)CC=1N=C2N(C=CC(=C2)C=2OC(=NN2)C(F)F)C1